5-(5-ethyl-1,3,4-thiadiazol-2-yl)-N-(3-methylthieno[2,3-c]pyridin-7-yl)-N-[(3R)-3-piperidyl]pyridine-2-carboxamide C(C)C1=NN=C(S1)C=1C=CC(=NC1)C(=O)N([C@H]1CNCCC1)C=1N=CC=C2C1SC=C2C